2-Chloro-4-(methylsulfonyl)-N-(1,3,4-oxadiazol-2-yl)-3-(propylsulfonyl)benzamide ClC1=C(C(=O)NC=2OC=NN2)C=CC(=C1S(=O)(=O)CCC)S(=O)(=O)C